Pyridazin-3-ol N1=NC(=CC=C1)O